Calcium terephthalat C(C1=CC=C(C(=O)[O-])C=C1)(=O)[O-].[Ca+2]